benzo-thiophene dioxide S1(C=CC2=C1C=CC=C2)(=O)=O